Phenyl methacrylate C(C(=C)C)(=O)OC1=CC=CC=C1